2-cyano-1,1-dimethylethyl carbamate C(N)(OC(CC#N)(C)C)=O